2,3-dichloro-4,5,6,7-tetrahydrobenzothiophen-5-amine hydrochloride Cl.ClC=1SC2=C(C1Cl)CC(CC2)N